2-bromo-4-cyano-5-methoxy-benzamide BrC1=C(C(=O)N)C=C(C(=C1)C#N)OC